5-(3-(1-cyclopropyl-1H-imidazol-4-yl)-2-fluoro-6-hydroxyphenyl)-1,2,5-thiadiazolidin-3-one 1,1-dioxide C1(CC1)N1C=NC(=C1)C=1C(=C(C(=CC1)O)N1CC(NS1(=O)=O)=O)F